4-(1-aminocyclopropyl)-3-chloro-benzoic acid methyl ester COC(C1=CC(=C(C=C1)C1(CC1)N)Cl)=O